6-(1H-pyrazol-4-yl)pyrimidin N1N=CC(=C1)C1=CC=NC=N1